OC(CN1CCC(CC1)C=1C=C2C(=C(NC2=CC1)C=1C(=C(C(N(C1)C)=O)C)C)C(C)C)(C)C 5-(5-(1-(2-hydroxy-2-methylpropyl)piperidin-4-yl)-3-isopropyl-1H-indol-2-yl)-1,3,4-trimethylpyridin-2(1H)-one